N-((3-nitro-4-(((tetrahydro-2H-pyran-4-yl)methyl)amino)phenyl)sulfonyl)-4-(2-((R)-3-(o-tolyl)morpholino)-7-azaspiro[3.5]nonan-7-yl)benzamide [N+](=O)([O-])C=1C=C(C=CC1NCC1CCOCC1)S(=O)(=O)NC(C1=CC=C(C=C1)N1CCC2(CC(C2)N2[C@@H](COCC2)C2=C(C=CC=C2)C)CC1)=O